C1(CC1)N1N=C(C2=NC(=CC(=C21)NCC=2C=NN(C2)C)C=2C(=NC=CC2)OCC)C 1-cyclopropyl-5-(2-ethoxy-3-pyridinyl)-3-methyl-N-[(1-methylpyrazol-4-yl)methyl]pyrazolo[4,3-b]pyridin-7-amine